CC(=O)C1=C(C(=C(C=C1)F)F)F 2,3,4-trifluoroacetophenone